FC(OC=1C=C(CC=2C(NC3=CC=NC=C3C2)=O)C=CC1)(F)F 3-(3-(trifluoromethoxy)benzyl)-1,6-naphthyridin-2(1H)-one